N[C@H]1CN(CCC1)C1=C2C(=NC=C1)N(C(=N2)C2=CC(=C(C#N)C=C2)F)C2=NC=C(C=C2)C (R)-4-(7-(3-aminopiperidin-1-yl)-3-(5-methylpyridin-2-yl)-3H-imidazo[4,5-b]pyridin-2-yl)-2-fluorobenzonitrile